ClC1=C(C=CC(=C1)C(F)(F)F)NC(=O)C1(CCC1)N1N=CC(=C1)C#CC1(CN(C1)C=1C=C2C(N(C(C2=CC1)=O)C1C(NC(CC1)=O)=O)=O)C N-(2-chloro-4-(trifluoromethyl)phenyl)-1-(4-((1-(2-(2,6-dioxopiperidin-3-yl)-1,3-dioxoisoindolin-5-yl)-3-methylazetidin-3-yl)ethynyl)-1H-pyrazol-1-yl)cyclobutane-1-carboxamide